ClC1=C(C(=NN1CC)C(F)(F)F)[N+](=O)[O-] 5-Chloro-1-ethyl-4-nitro-3-(trifluoromethyl)-1H-pyrazole